disodium 5-methyl-2-pentyl-6-(carboxymethyl)-1H-indole-6-carboxylate CC1=CC2=CC(NC2=CC1(C(=O)[O-])CC(=O)O)CCCCC.[Na+].[Na+].CC1=CC2=CC(NC2=CC1(C(=O)[O-])CC(=O)O)CCCCC